C1(CC1)C(=O)NC1=CC(=C(N=N1)C(=O)NC([2H])([2H])[2H])NC1=NC(=CC=C1S(=O)(=O)C)C 6-cyclopropaneamido-4-[(3-methanesulfonyl-6-methylpyridin-2-yl)amino]-N-(2H3)methylpyridazine-3-carboxamide